ClC1=C(C=CC=C1C=1C(=NNC1)F)C(=O)N1C[C@H]2CO[C@](CN2CC1)(O)C1=CC=C(C=C1)OC(F)F [2-Chloro-3-(3-fluoro-1H-pyrazol-4-yl)phenyl]-[(3R,9aS)-3-[4-(difluoromethoxy)phenyl]-3-hydroxy-1,4,6,7,9,9a-hexahydropyrazino[2,1-c][1,4]oxazin-8-yl]methanon